C1(CCCC1)C1=CC(=C2C=NC(=NN21)N[C@H]2[C@@H](CN(CC2)S(=O)(=O)C2CC2)F)F 7-cyclopentyl-N-((3R,4R)-1-(cyclopropylsulfonyl)-3-fluoropiperidin-4-yl)-5-fluoropyrrolo[2,1-f][1,2,4]triazin-2-amine